CS(=O)(=O)C1=CC=C(C=C1)N1CC=2C(=NC=CC2C1=O)C1=C(C=CC=C1)OCC(F)(F)F 2-[4-(methanesulfonyl)phenyl]-4-[2-(2,2,2-trifluoroethoxy)phenyl]-2,3-dihydro-1H-pyrrolo[3,4-c]pyridin-1-one